(S)-1'-(6-((cyclopropylmethyl)thio)pyridin-3-yl)-1,3-dihydrospiro[indene-2,4'-piperidin]-1-amine formate C(=O)O.C1(CC1)CSC1=CC=C(C=N1)N1CCC2(CC1)[C@@H](C1=CC=CC=C1C2)N